N-[[9-methyl-6-[4-(trifluoromethoxy)phenyl]purin-2-yl]methyl]prop-2-enamide CN1C2=NC(=NC(=C2N=C1)C1=CC=C(C=C1)OC(F)(F)F)CNC(C=C)=O